C1=CC=CC=2C3=CC=CC=C3C(C12)COC(=O)NC1(CCCCCC1)C(=O)O 1-((((9H-fluoren-9-yl)methoxy)carbonyl)amino)cycloheptanecarboxylic acid